[Na+].[Na+].C(CCCCCCCCCCCCCCCCC)(=O)N[C@@H](CC(=O)[O-])C(=O)[O-] N-stearoyl-L-aspartic acid disodium salt